21-chloro-9-fluoro-11β,16α,17-trihydroxypregn-4-ene-3,20-dione ClCC([C@]1([C@@H](C[C@H]2[C@@H]3CCC4=CC(CC[C@]4(C)[C@]3([C@H](C[C@]12C)O)F)=O)O)O)=O